TERT-BUTYL 4-FORMYL-3-IODO-1H-INDAZOLE-1-CARBOXYLATE C(=O)C1=C2C(=NN(C2=CC=C1)C(=O)OC(C)(C)C)I